tert-Butyl 3-(((2-(tert-butylamino)-5-nitropyrimidin-4-yl)amino)methyl)pyrrolidine-1-carboxylate C(C)(C)(C)NC1=NC=C(C(=N1)NCC1CN(CC1)C(=O)OC(C)(C)C)[N+](=O)[O-]